CC1=C2C(=C(C(=C(C2=C(C=C1)N)N)C)C)C tetramethyl-1,8-naphthalenediamine